Ethyl-2-ethyl-2-{[6-({(1S,2S)-2-[(fluoromethoxy)methyl]cyclopropyl}methoxy)-5-(3-methoxyazetidin-1-yl)pyridin-2-carbonyl]amino}butanoat C(C)OC(C(CC)(NC(=O)C1=NC(=C(C=C1)N1CC(C1)OC)OC[C@@H]1[C@H](C1)COCF)CC)=O